FC(OC=1C=C(CCl)C=CC1)(F)F 3-(trifluoromethoxy)-benzyl chloride